C1(=CC=CC=C1)N(N=CC=1C2=CC=CC=C2C=C2C=CC=CC12)C1=CC=CC=C1 9-anthracenecarboxaldehyde-1,1-diphenylhydrazone